CC=1N=C(C=2C(N1)=CC(N(C2)C2(CC2)C2COCC2)=O)N[C@H](C#C)C2=C(C(=CC=C2)C(F)(F)F)C 2-methyl-4-(((R)-1-(2-methyl-3-(trifluoromethyl)phenyl)prop-2-yn-1-yl)amino)-6-(1-(tetrahydrofuran-3-yl)cyclopropyl)pyrido[4,3-d]pyrimidin-7(6H)-one